(1s,3s)-3-methoxycyclobutan-1-ol COC1CC(C1)O